(4S,5S,6R,12aS)-4-(dimethylamino)-3,5,10,12,12a-pentahydroxy-6-methyl-1,11-dioxo-4a,5,5a,6-tetrahydro-4H-tetracene-2-carboxamide CN([C@@H]1C(=C(C([C@]2(C(=C3C(C4=C(C=CC=C4[C@@H](C3[C@@H](C12)O)C)O)=O)O)O)=O)C(=O)N)O)C